COC1=C(C=CC=C1)C=CCNCC(COC1=CC=NC=C1)O ((3-(2-methoxyphenyl)allyl)amino)-3-(pyridin-4-yloxy)propan-2-ol